P(=O)([O-])([O-])O.P(=O)(O)(O)O.P(=O)(O)(O)O.[Ca+2] calcium tri-phosphate